CC=1C=C(C=CC1)C=1OC2=NC=C(C=C2N1)N 2-(3-methylphenyl)-[1,3]oxazolo[5,4-b]pyridin-6-amine